2-(2-((3R,4R)-3-Amino-4-fluoropiperidin-1-yl)-5,6-difluoro-1H-benzo[d]imidazol-1-yl)-N-methyl-N-(1-(pyridin-4-yl)ethyl)acetamid N[C@@H]1CN(CC[C@H]1F)C1=NC2=C(N1CC(=O)N(C(C)C1=CC=NC=C1)C)C=C(C(=C2)F)F